14-azido-3,6,9,12-tetraoxatetradecyl 4-methylbenzenesulfonate CC1=CC=C(C=C1)S(=O)(=O)OCCOCCOCCOCCOCCN=[N+]=[N-]